Cinnoline-7-carboxamide N1=NC=CC2=CC=C(C=C12)C(=O)N